6-((4-((2,3-dihydro-1H-inden-2-yl)oxy)-5-(trifluoromethyl)pyrimidin-2-yl)amino)-3,4-dihydroquinolin-2(1H)-one C1C(CC2=CC=CC=C12)OC1=NC(=NC=C1C(F)(F)F)NC=1C=C2CCC(NC2=CC1)=O